N1=C(C=C2N1CCNC2)N2C1CN(CC2CC1)C(=O)OCC1=CC=CC=C1 benzyl 8-(4,5,6,7-tetrahydropyrazolo[1,5-a]pyrazin-2-yl)-3,8-diazabicyclo[3.2.1]octane-3-carboxylate